C1(CCC1)C1=CC(=NC(=N1)C=1N(C=CN1)C)C(=O)NC1CCC(CC1)(F)F 6-cyclobutyl-N-(4,4-difluorocyclohexyl)-2-(1-methyl-1H-imidazol-2-yl)pyrimidine-4-carboxamide